FC(C=1C=CC(=NC1)C1=CN=C(O1)N)(F)F 5-(5-(trifluoromethyl)pyridin-2-yl)oxazol-2-amine